[C@@H]1([C@H](O)[C@@H](O)[C@@H](O)[C@H](O1)CO)O[C@H]1[C@@H](O)OC[C@H]([C@@H]1O)O β-D-galactopyranosyl-(1-2)-α-D-xylo-pyranose